P(=O)(OC(C)(C)C)(OC(C)(C)C)OCN1C(C=CC(=C1C)N1CN(C2=CC(=CC=C2C1=O)C(F)(F)F)C1=C(C=C(C=C1)F)C)=O di-tert-butyl ((5-(1-(4-fluoro-2-methylphenyl)-4-oxo-7-(trifluoromethyl)-1,4-dihydroquinazolin-3(2H)-yl)-6-methyl-2-oxopyridin-1(2H)-yl)methyl) phosphate